N,N'-dicyclohexyl-phenylenediamine C1(CCCCC1)NC1=C(C=CC=C1)NC1CCCCC1